(S)-N-((R and S)-(3-chloro-4-fluorophenyl)(5-(trifluoromethyl)-1H-pyrazol-3-yl)methyl)2-oxoimidazolidine-4-carboxamide ClC=1C=C(C=CC1F)[C@@H](NC(=O)[C@H]1NC(NC1)=O)C1=NNC(=C1)C(F)(F)F |&1:8|